tert-butyl N-[(2S)-1-(4-carbamoyl-3-fluorophenyl)-3-hydroxypropan-2-yl]carbamate C(N)(=O)C1=C(C=C(C=C1)C[C@@H](CO)NC(OC(C)(C)C)=O)F